N1(N=CN=C1)CC1=CC=C(C=C1)C1=C(NC2=C(C=CC=C12)C)C(=O)O 3-(4-((1H-1,2,4-triazol-1-yl)methyl)phenyl)-7-methyl-1H-indole-2-carboxylic acid